C(C)(C)(C)OC(=O)N1C[C@@H](N(CC1)C1=NC=C(C=N1)C(F)(F)F)C (S)-3-methyl-4-(5-(trifluoromethyl)pyrimidin-2-yl)piperazine-1-carboxylic acid tert-butyl ester